FC(OC1=CC2=C(N=C(O2)C=2C(=C(C=CC2)C2=C(C(=CC=C2)C=2OC3=C(N2)C=C(C(=C3)OC(F)F)CN3CC(CC3)O)C)C)C=C1CN1[C@@H](CCC1)C(=O)O)F ((6-(difluoromethoxy)-2-(3'-(6-(difluoromethoxy)-5-((3-hydroxypyrrolidin-1-yl)methyl)benzo[d]oxazol-2-yl)-2,2'-dimethyl-[1,1'-biphenyl]-3-yl)benzo[d]oxazol-5-yl)methyl)-L-proline